C1(C(CC(CC1)CCC(=O)OCC(CCCC)CC)CCC(=O)OCC(CCCC)CC)CCC(=O)OCC(CCCC)CC tri(2-ethylhexyl) cyclohexane-1,2,4-tripropionate